NC1=CC=C(C=C1)N1CCN(CC1)C1CC2(CN(C2)C=2C=C3CN(C(C3=CC2)=O)C2C(NC(CC2)=O)=O)C1 3-(5-(6-(4-(4-aminophenyl)piperazin-1-yl)-2-azaspiro[3.3]heptan-2-yl)-1-oxoisoindolin-2-yl)piperidine-2,6-dione